Tripotassium citrat C(CC(O)(C(=O)[O-])CC(=O)[O-])(=O)[O-].[K+].[K+].[K+]